O=CCN1N=CC(=C1)COC=1C=CC2=C(C=C(O2)C2=C(C=NC=C2)C#N)C1 4-(5-{[1-(2-oxoethyl)-1H-pyrazol-4-yl]methoxy}-1-benzofuran-2-yl)pyridine-3-carbonitrile